C(#N)C1=C(C=C(C=C1)C1=NN(C=C1)C[C@H](C)NC(=O)C1=CC(=NN1)C=1OC=CC1)C (S)-N-(1-(3-(4-cyano-3-methylphenyl)-1H-pyrazol-1-yl)propan-2-yl)-3-(furan-2-yl)-1H-pyrazole-5-carboxamide